9,9-bis(methoxymethyl)-2,3,4,5,6,7-hexafluorofluorene COCC1(C2=CC(=C(C(=C2C=2C(=C(C(=CC12)F)F)F)F)F)F)COC